(Sa)-6-(4-fluoro-1-(4-(trifluoromethoxy)benzyl)-1H-indole-7-carboxamido)spiro[3.3]heptane-2-carboxylic acid FC1=C2C=CN(C2=C(C=C1)C(=O)NC1CC2(CC(C2)C(=O)O)C1)CC1=CC=C(C=C1)OC(F)(F)F